2,4-dichloro-6-methyl-1,3,5-triazine ClC1=NC(=NC(=N1)Cl)C